3-(5-chloro-6-(methylsulfonamido)pyrazin-2-yl)-N-(3-fluoro-4-(((4-methoxybenzyl)oxy)methyl)phenyl)benzamide ClC=1N=CC(=NC1NS(=O)(=O)C)C=1C=C(C(=O)NC2=CC(=C(C=C2)COCC2=CC=C(C=C2)OC)F)C=CC1